3-(6-(2-((tert-butyldimethylsilyl)oxy)propan-2-yl)-4-methylpyridin-3-yl)-7-chloro-1-methyl-1,6-naphthyridin-2(1H)-one [Si](C)(C)(C(C)(C)C)OC(C)(C)C1=CC(=C(C=N1)C=1C(N(C2=CC(=NC=C2C1)Cl)C)=O)C